8-[N-(4-chlorobenzoyl)]aminocaprylic acid ClC1=CC=C(C(=O)NCCCCCCCC(=O)O)C=C1